[Si](C1=CC=CC=C1)(C1=CC=CC=C1)(C(C)(C)C)OC(C(=O)OCCCCCC(=O)OCC(CCCCCCC)CCCC)CC(=O)OCCCCCC(=O)OCC(CCCCCCC)CCCC Bis(6-((2-butylnonyl)oxy)-6-oxohexyl) 2-((tert-butyldiphenylsilyl)oxy)succinate